C(C)(C)(C)OC(=O)N[C@@H](CC(=O)OCC1=CC=CC=C1)C(=O)N[C@H](C(NCC=1C=CC=C2C=CC=NC12)=O)COC benzyl (S)-3-((tert-butoxycarbonyl)amino)-4-(((S)-3-methoxy-1-oxo-1-((quinolin-8-ylmethyl)amino)propan-2-yl)amino)-4-oxobutanoate